N1N=NN=C1C1=C(C=CC=C1)NC(=O)C1=CC(=C(C(=O)OCC)C=C1O)O Ethyl 4-(2-(1H-tetrazol-5-yl)phenylaminocarbonyl)-2,5-dihydroxybenzoat